(E)-1-(3-chloro-2-hydroxy-phenyl)-3-[2-methoxy-6-(methoxymethoxy)-4-methyl-phenyl]prop-2-en-1-one ClC=1C(=C(C=CC1)C(\C=C\C1=C(C=C(C=C1OCOC)C)OC)=O)O